methyl 2-((4-(6-((4-chloro-2-fluorobenzofuran-7-yl)methoxy)pyridin-2-yl)cyclohex-3-en-1-yl)methyl)-1-(((S)-oxetan-2-yl)methyl)-1H-benzo[d]imidazole-6-carboxylate ClC1=CC=C(C2=C1C=C(O2)F)COC2=CC=CC(=N2)C2=CCC(CC2)CC2=NC1=C(N2C[C@H]2OCC2)C=C(C=C1)C(=O)OC